malonic acid mono-silver [Ag].C(CC(=O)O)(=O)O